3-(benzyloxy)-5-(1-(1-(tert-butoxycarbonyl)piperidin-4-yl)-1H-pyrazol-4-yl)-4-methyl-picolinic acid C(C1=CC=CC=C1)OC=1C(=NC=C(C1C)C=1C=NN(C1)C1CCN(CC1)C(=O)OC(C)(C)C)C(=O)O